N1(CCC2=CC=CC=C12)S(=O)(=O)C1=CC=C(C(=O)NC=2SC(=C(N2)C2=CC=CC=C2)C)C=C1 4-(indolin-1-ylsulfonyl)-N-(5-methyl-4-phenylthiazol-2-yl)benzamide